3-(methacryloyl-oxymethyl)oxetane C(C(=C)C)(=O)OCC1COC1